N1(CC2(OCC1)CCC1=CC=CC=C12)C(=O)C=1N=C(C2=C(N1)OC(=C2)C)NC2(CC2)C ({2,3-dihydrospiro[inden-1,2'-morpholin]-4'-yl}carbonyl)-6-methyl-N-(1-methylcyclopropyl)furo[2,3-d]pyrimidin-4-amine